BrC1=CC=2C(C3=CC(=CC=C3C2C=C1)Br)=C1C2=CC(=CC=C2C=2C=CC(=CC12)Br)Br 2,2',7,7'-tetrabromo-9,9'-bifluorenyliden